CN(C)CCCNC(C(=C)C)=O N-[3-(N,N-dimethylamino)propyl]-methacrylamide